NC1=CC(=C(C=N1)N1CCN(CC1)C(=O)C1=NC=C(C(=C1)OC)OC1=CC=C(C=C1)F)OC [4-(6-Amino-4-methoxy-pyridin-3-yl)-piperazin-1-yl]-[5-(4-fluoro-phenoxy)-4-methoxy-pyridin-2-yl]-methanone